ethoxyformic acid anhydride C(C)OC(=O)OC(=O)OCC